BrC=1C=C(C(=NC1)N1CC(C1)(O)C)C(F)(F)F 1-[5-bromo-3-(trifluoromethyl)pyridin-2-yl]-3-methylazetidin-3-ol